C(C)(C)(C)OC(=O)N1CCC(CC1)C=1NC(=CN1)C(F)(F)F.N1N=CC(=C1)CC(=O)N[C@H]1[C@@H](CNC1)NC(C1=CC=C(C=C1)C(C1=C(C(=CC=C1O)OC)F)=O)=O N-((3r,4r)-4-(2-(1H-pyrazol-4-yl)acetamido)pyrrolidin-3-yl)-4-(2-fluoro-6-hydroxy-3-methoxybenzoyl)benzamide tert-butyl-4-[5-(trifluoromethyl)-1H-imidazol-2-yl]piperidine-1-carboxylate